(R)-N-((S)-3-(dibenzylamino)-1,1-difluoro-1-(phenylsulfonyl)propan-2-yl)-2-methylpropane-2-sulfinamide C(C1=CC=CC=C1)N(C[C@@H](C(S(=O)(=O)C1=CC=CC=C1)(F)F)N[S@](=O)C(C)(C)C)CC1=CC=CC=C1